Piperidine-3-carboxylic acid [6-(2-methoxy-phenyl)-pyrimidin-4-yl]amide COC1=C(C=CC=C1)C1=CC(=NC=N1)NC(=O)C1CNCCC1